N1(CCCC1)C(=O)OC1=C(C=C(C=C1)C1=C(N(C=2N=CN=C(C21)N)C)C2=CC=C(C=C2)NC(C(=C)C2CC2)=O)F 4-(4-amino-6-(4-(2-cyclopropylacrylamido)phenyl)-7-methyl-7H-pyrrolo[2,3-d]pyrimidin-5-yl)-2-fluorophenyl pyrrolidine-1-carboxylate